N-cyclopentyl-2-(4-ethylpiperazin-1-yl)-5-methoxybenzo[d]-thiazole-6-carboxamide C1(CCCC1)NC(=O)C1=CC2=C(N=C(S2)N2CCN(CC2)CC)C=C1OC